ethyl-2-hydroxybutanoate C(C)OC(C(CC)O)=O